C(#N)C1=[N+](C=CC(=C1)NC(=O)[C@@H]1S[C@](C[C@H]1C1=C(C(=C(C=C1)F)F)OC)(C(F)(F)F)C)[O-] 2-cyano-4-((2R,3S,5R)-3-(3,4-difluoro-2-methoxyphenyl)-5-methyl-5-(trifluoromethyl)tetrahydrothiophene-2-carboxamido)pyridine 1-oxide